FC(C=1C=C(C(=O)O)C=CC1N1N=C(C=C1)C(F)(F)F)(F)F 3-(Trifluoromethyl)-4-(3-(trifluoromethyl)-1H-pyrazol-1-yl)benzoic acid